O=C1NC(CCC1C1=NN(C2=C(C=CC=C12)N1CCC(CC1)NC(OC(C)(C)C)=O)C)=O tert-Butyl N-[1-[3-(2,6-dioxo-3-piperidyl)-1-methyl-indazol-7-yl]-4-piperidyl]carbamate